FC1=CC=2C=3N(C(=NC2C=C1)N[C@@H]1C(NCCCC1)=O)N=C(N3)C3=CC(=CC=C3)OC (3S)-3-{[9-fluoro-2-(3-methoxyphenyl)[1,2,4]triazolo[1,5-c]quinazolin-5-yl]amino}azepan-2-one